COC=1C=C(C=C(C1)C1=NNC=C1)NC1=CC=NC2=CC=C(C=C12)OC(F)(F)F N-(3-Methoxy-5-(1H-pyrazol-3-yl)phenyl)-6-(trifluoromethoxy)quinolin-4-amine